C(CCCCCCC\C=C/C)#N (Z)-9-undecenenitrile